O1COC2=C1C=CC(=C2)C=2C=C1C(=NC2)N(N=C1NC(=O)C1(CC(C1)(F)F)C)CCC(C)(C)O N-(5-(benzo[d][1,3]dioxol-5-yl)-1-(3-hydroxy-3-methylbutyl)-1H-pyrazolo[3,4-b]pyridin-3-yl)-3,3-difluoro-1-methylcyclobutane-1-carboxamide